C(C1=CC=CC=C1)N1[C@@H](CCC1)C(=O)O (S)-1-benzyl-pyrrolidine-2-carboxylic acid